ClC1=C2C=C(N(C2=CC(=C1Cl)OCC=1N(C=CN1)COCC[Si](C)(C)C)C)C(=O)N[C@@]1(COCC1)C1=CC=C(C(=O)OCC)C=C1 |r| (±)-ethyl 4-[3-[[4,5-dichloro-1-methyl-6-[[1-(2-trimethylsilylethoxymethyl) imidazol-2-yl]methoxy]indole-2-carbonyl]amino]tetrahydrofuran-3-yl]benzoate